tert-butyl (3S)-3-(4-oxo-1-piperidyl)piperidine-1-carboxylate O=C1CCN(CC1)[C@@H]1CN(CCC1)C(=O)OC(C)(C)C